COC(=O)C1CC(N(CC1)C)C methyl-1-methylpiperidine-4-Carboxylic acid methyl ester